ClC=1C=CC(=C(C(=O)O)C1)N[C@H](C)C=1C=C(C=C2C(C=C(OC12)C1=CC=C2C=NN(C2=C1)C)=O)C 5-Chloro-2-[[(1R)-1-[6-methyl-2-(1-methylindazol-6-yl)-4-oxo-chromen-8-yl]ethyl]amino]benzoic acid